butan-2-yl-2-(pyridin-4-yl)pyrido[3,4-d]pyrimidin-4-amine CC(CC)C1=CN=CC=2N=C(N=C(C21)N)C2=CC=NC=C2